(R)-1-(2,5-difluoropyridin-3-yl)ethyl(4-(5-(1-cyanocyclopropane-1-carboxamido) pyridin-2-yl)-1-methyl-1H-1,2,3-triazol-5-yl)carbamate FC1=NC=C(C=C1[C@@H](C)N(C([O-])=O)C1=C(N=NN1C)C1=NC=C(C=C1)NC(=O)C1(CC1)C#N)F